ClC=1C=C2C=C(NC2=C(C1)Cl)C=O 5,7-dichloro-1H-indole-2-carbaldehyde